NC=1C=C(C=CC1)CS(=O)(=O)N1CCC(CC1)OC=1C=C(C=CC1)C1=C(C(=C(S1)C(=O)OC(C)(C)C)OCC(=O)O)Cl 2-[[5-[3-[[1-[(3-aminophenyl)methylsulfonyl]-4-piperidyl]oxy]phenyl]-2-tert-butoxycarbonyl-4-chloro-3-thienyl]oxy]acetic acid